(Z)-2-(1-(3-(4-chloro-3-hydroxyphenoxy)benzylidene)-5-fluoro-2-methyl-1H-inden-3-yl)acetic acid ClC1=C(C=C(OC=2C=C(\C=C/3\C(=C(C4=CC(=CC=C34)F)CC(=O)O)C)C=CC2)C=C1)O